(1-(4'-fluoro-[1,1'-biphenyl]-4-yl)-2-oxopiperidin-3-yl)-3-(4-(trifluoromethyl)phenyl)urea FC1=CC=C(C=C1)C1=CC=C(C=C1)N1C(C(CCC1)NC(=O)NC1=CC=C(C=C1)C(F)(F)F)=O